(2R,3S,4S)-2-[(4-bromophenyl)methyl]-4-hydroxypyrrolidin-3-yl acetate C(C)(=O)O[C@H]1[C@H](NC[C@@H]1O)CC1=CC=C(C=C1)Br